NC1CCN(CC1)C=1C=C(C(=NC1)C1=CC2=C(N(N=N2)C)C=C1)C1=CC(=C(C#N)C=C1)F 4-(5-(4-aminopiperidin-1-yl)-2-(1-methyl-1H-benzo[d][1,2,3]triazol-5-yl)pyridin-3-yl)-2-fluorobenzonitrile